5-(4,4,5,5-tetramethyl-1,3,2-dioxaborolan-2-yl)-3-[(1R)-1-(1,3-thiazol-2-yl)ethoxy]pyridin-2-amine CC1(OB(OC1(C)C)C=1C=C(C(=NC1)N)O[C@H](C)C=1SC=CN1)C